N-(5-(2,6-Difluoro-4-methoxyphenyl)-2-(4-methoxy-6-((tetrahydrofuran-2-yl)methoxy)pyridin-2-yl)-1-methyl-3-oxo-2,3-dihydro-1H-pyrazol-4-yl)-4-(difluoromethoxy)benzamide FC1=C(C(=CC(=C1)OC)F)C1=C(C(N(N1C)C1=NC(=CC(=C1)OC)OCC1OCCC1)=O)NC(C1=CC=C(C=C1)OC(F)F)=O